1-(6-amino-4-chloro-3-cyclopropylbenzisoxazol-5-yl)ethanone NC1=CC2=C(C(=NO2)C2CC2)C(=C1C(C)=O)Cl